ClC1=CC2=C(N(C([C@@H](N=C2C2=CC=CC=C2)C2CCCCCC2)=O)CC(=O)O)C=C1 (S)-2-(7-chloro-3-cycloheptyl-2-oxo-5-phenyl-2,3-dihydro-1H-benzo[e][1,4]diazepin-1-yl)acetic acid